N1(CCC1)CC1(CC1)NC(C(C)(C)N1C=CC2=C(C=CC(=C12)F)Cl)=O N-(1-(azetidin-1-ylmethyl)cyclopropyl)-2-(4-chloro-7-fluoro-1H-indol-1-yl)-2-methylpropanamide